C(#N)C1=CC(=C(C(=O)OC)C=C1F)OC(F)F methyl 4-cyano-2-(difluoromethoxy)-5-fluorobenzoate